[Si](C1=CC=CC=C1)(C1=CC=CC=C1)(C(C)(C)C)[O] (tert-butyldiphenylsilyl)oxygen